n-octyl (n-octyl)phosphonate C(CCCCCCC)P(OCCCCCCCC)([O-])=O